COC(C(CC#CC)(C1=CC=CC=C1)CC#CC)=O 2-(But-2-yn-1-yl)-2-phenylhex-4-ynoic acid methyl ester